tert-Butyl 4-(5-((5-((4-(acetamidomethyl)piperidin-1-yl)methyl)-3',5'-dichloro-[1,1'-biphenyl]-3-yl)oxy)pyrimidin-2-yl)piperazine-1-carboxylate C(C)(=O)NCC1CCN(CC1)CC=1C=C(C=C(C1)C1=CC(=CC(=C1)Cl)Cl)OC=1C=NC(=NC1)N1CCN(CC1)C(=O)OC(C)(C)C